(R)-N-(1-cyanopyrrolidin-3-yl)-2-fluoro-4-(imidazo[1,2-a]pyrazin-3-yl)benzamide C(#N)N1C[C@@H](CC1)NC(C1=C(C=C(C=C1)C1=CN=C2N1C=CN=C2)F)=O